C(C)(C)N1N=C(N=C1C1[C@H]2CC(C[C@@H]12)N1CCOCC1)C1=CC(=CC=C1)C(F)(F)F 4-((1R,3s,5S,6r)-6-(1-isopropyl-3-(3-(trifluoromethyl)phenyl)-1H-1,2,4-triazol-5-yl)bicyclo[3.1.0]hexane-3-yl)morpholine